3-(4-(3-(dimethoxymethyl)azetidin-1-yl)-3-methyl-2-oxo-2,3-dihydro-1H-benzo[d]imidazol-1-yl)piperidine-2,6-dione COC(C1CN(C1)C1=CC=CC=2N(C(N(C21)C)=O)C2C(NC(CC2)=O)=O)OC